C(C)(C)(C)NS(=O)(=O)C1=CC=C(C=C1)NC[C@H](CC1=CC=CC=C1)NC(C1=CC=C(C=C1)F)=O (S)-N-(1-(4-(N-tert-butylsulfamoyl)phenylamino)-3-phenylpropan-2-yl)-4-fluorobenzamide